3-((3-bromopyridin-2-yl)amino)-5,5-dimethylcyclohex-2-en-1-one BrC=1C(=NC=CC1)NC1=CC(CC(C1)(C)C)=O